FC1=C(O[C@H](C(=O)NN)C)C=CC=C1 (S)-2-(2-fluorophenoxy)propanehydrazide